3-Amino-4-(3-hydroxy-2,6-dimethylphenyl)-8-methylquinoline-2-carboxamide NC=1C(=NC2=C(C=CC=C2C1C1=C(C(=CC=C1C)O)C)C)C(=O)N